[Na+].C(C)(=O)[O-].[Li+].C(C)(=O)[O-] lithium acetate, sodium salt